N-(sec-butyl)-2-methoxy-5-(pyrimidin-5-yl)-1H-benzo[d]imidazole-1-carboxamide C(C)(CC)NC(=O)N1C(=NC2=C1C=CC(=C2)C=2C=NC=NC2)OC